CN1C=C(C(C2=CC=CC=C12)=O)C(=O)N/N=C/C=1C=NC=CC1 (E)-1-methyl-4-oxo-N'-(pyridin-3-ylmethylene)-1,4-dihydroquinoline-3-carbohydrazide